N-(3-((tert-Butyldimethylsilyl)oxy)propyl)-2-chloro-5-(1-(difluoromethyl)-1H-pyrazol-3-yl)-N-methylpyridin-4-amine [Si](C)(C)(C(C)(C)C)OCCCN(C1=CC(=NC=C1C1=NN(C=C1)C(F)F)Cl)C